2-[[5-(3-Chloro-4-methoxyphenyl)-2-furanyl]methylene]-1H-indene-1,3(2H)-dione ClC=1C=C(C=CC1OC)C1=CC=C(O1)C=C1C(C2=CC=CC=C2C1=O)=O